ONC(=O)C1CCN(C=C1)S(=O)(=O)C1=CC=C(C=C1)C1=CC=C(C=C1)N1CCN(CC1)C N-hydroxyl-1-((4'-(4-methylpiperazine-1-yl)-[1,1'-biphenyl]-4-yl)sulfonyl)-1,2,3,4-tetrahydropyridine-4-formamide